FCCC(=CCO)C 5-fluoro-3-methylpent-2-en-1-ol